ClC1=CC(=C(C=N1)C1=NC=C(C=C1F)CN1CCOCC1)N[C@H](CCO)C (S)-3-((6'-chloro-3-fluoro-5-(morpholinomethyl)-[2,3'-bipyridin]-4'-yl)amino)butan-1-ol